4-(dimethylamino)-4-phenyl-1-(2-phenylprop-2-ylcarbamoyl)cyclohexylcarbamic acid tert-butyl ester C(C)(C)(C)OC(NC1(CCC(CC1)(C1=CC=CC=C1)N(C)C)C(NC(C)(C)C1=CC=CC=C1)=O)=O